FC=1C=C(CNC(C2=CC(=CC=C2)NC=2N=NC(=CC2)C2=CC=CC=C2)=O)C=CC1F N-(3,4-difluorobenzyl)-3-((6-phenylpyridazin-3-yl)amino)benzamide